tert-butyl 8-((3-(2,6-dioxopiperidin-3-yl)-1-methyl-1H-indazol-6-yl) amino)-2-azaspiro[4.5]decane-2-carboxylate O=C1NC(CCC1C1=NN(C2=CC(=CC=C12)NC1CCC2(CCN(C2)C(=O)OC(C)(C)C)CC1)C)=O